(2S)-2-amino-3-(cyclobutylmethoxy)propanoic acid N[C@H](C(=O)O)COCC1CCC1